1-(2,2-difluoroethoxy)-2,5-difluoro-4-nitro-benzene FC(COC1=C(C=C(C(=C1)F)[N+](=O)[O-])F)F